6-Bromo-N-(6-((1-methylpiperidin-4-yl)oxy)pyridin-3-yl)quinazolin-4-amine BrC=1C=C2C(=NC=NC2=CC1)NC=1C=NC(=CC1)OC1CCN(CC1)C